N-((7-(5-(difluoromethyl)-1,3,4-oxadiazol-2-yl)imidazo[1,2-a]pyridin-2-yl)methyl)-3-methylaniline FC(C1=NN=C(O1)C1=CC=2N(C=C1)C=C(N2)CNC2=CC(=CC=C2)C)F